6-methoxy-N-(piperazin-1-ylmethyl)-2-(piperidin-1-yl)-7-(3-(pyrrolidin-1-yl)propoxy)quinazolin-4-amine COC=1C=C2C(=NC(=NC2=CC1OCCCN1CCCC1)N1CCCCC1)NCN1CCNCC1